4-(((2S,6R)-6-(4-benzamido-2-oxopyrimidin-1(2H)-yl)-4-tritylmorpholin-2-yl)methoxy)-4-oxobutanoic acid C(C1=CC=CC=C1)(=O)NC1=NC(N(C=C1)[C@@H]1O[C@@H](CN(C1)C(C1=CC=CC=C1)(C1=CC=CC=C1)C1=CC=CC=C1)COC(CCC(=O)O)=O)=O